3-(4-(isopropylamino)-5-(5-(4-(piperidine-4-carbonyl)piperazine-1-yl)-1,3,4-thiadiazol-2-yl)pyridine-2-yl)pyrazole C(C)(C)NC1=CC(=NC=C1C=1SC(=NN1)N1CCN(CC1)C(=O)C1CCNCC1)C1=NNC=C1